C1(C(C2=CC=CC3=CC=CC1=C23)=N)=N Acenaphthene-1,2-diimine